dimethyl-2,5-di(hydroperoxy)hexane CC(CCC(C)(OO)C)(C)OO